4-((2r,3s,4s,5r)-3-(3,4-difluoro-2-((E)-2-(hydroxyimino)-3-methylbutoxy)phenyl)-4,5-dimethyl-5-(trifluoromethyl)tetrahydrofuran-2-carboxamido)pyridineamide FC=1C(=C(C=CC1F)[C@H]1[C@@H](O[C@]([C@H]1C)(C(F)(F)F)C)C(=O)NC1=CC(=NC=C1)C(=O)N)OC/C(/C(C)C)=N/O